ClC1=CC=C2C(N(C=NC2=C1)[C@@H](C(=O)NC1=CC=C(C=C1)C1=NC=CC=C1O)C)=O (R)-2-(7-chloro-4-oxoquinazolin-3(4H)-yl)-N-(4-(3-hydroxypyridin-2-yl)phenyl)propanamide